tert-butyl (2R)-2-[[4-[[6-(1-ethoxyvinyl)-3-isopropenyl-imidazo[1,2-a]pyridin-8-yl]amino]-1-piperidyl]methyl]morpholine-4-carboxylate C(C)OC(=C)C=1C=C(C=2N(C1)C(=CN2)C(=C)C)NC2CCN(CC2)C[C@@H]2CN(CCO2)C(=O)OC(C)(C)C